C1(=C(C=CC=C1)C=1C=CC=C2C=CC(=CC12)C1=CC=C(C=C1)N(C=1C=CC2=C(OC3=C2C(=CC=C3)N3C2=CC=CC=C2C=2C=CC=CC32)C1)C1=CC=CC=C1)C1=CC=CC=C1 N-{4-(8-([1,1'-biphenyl]-2-yl)naphthalen-2-yl)phenyl}-9-(9H-carbazol-9-yl)-N-phenyldibenzo[b,d]furan-3-amine